C(C)(C)(C)OC(=O)NCCCCCCCC(=O)O N-tert-Butyloxycarbonyl-8-aminooctanoic acid